N-(5-((6-((R)-3-(3-cyanophenyl)isoxazolidine-2-yl)pyrimidine-4-yl)amino)-2-(4-((R)-3-(dimethylamino)pyrrolidine-1-yl)piperidine-1-yl)-4-methoxyphenyl)acrylamide C(#N)C=1C=C(C=CC1)[C@@H]1N(OCC1)C1=CC(=NC=N1)NC=1C(=CC(=C(C1)NC(C=C)=O)N1CCC(CC1)N1C[C@@H](CC1)N(C)C)OC